(S)-3-((3-(methylcarbamoyl)-7-(trifluoromethyl)thieno[3,2-b]pyridin-5-yl)oxy)pyrrolidine-1-carboxylic acid 2-cyclopropylethyl ester C1(CC1)CCOC(=O)N1C[C@H](CC1)OC1=CC(=C2C(=N1)C(=CS2)C(NC)=O)C(F)(F)F